magnesium methyl anthracenedisulfonate C=1(C(=CC=C2C=C3C=CC=CC3=CC12)S(=O)(=O)[O-])S(=O)(=O)OC.[Mg+2].COS(=O)(=O)C=1C(=CC=C2C=C3C=CC=CC3=CC12)S(=O)(=O)[O-]